C(#N)N(C=1SC(=C(N1)C(=O)NCCCCC)C)C1=CC(=NC(=C1)F)F 2-[cyano-(2,6-difluoro-4-pyridinyl)amino]-5-methyl-N-pentyl-thiazole-4-carboxamide